OC1CCC(CC1)C(C)(C)C1CCC(CC1)O 2,2-bis(4-Hydroxycyclohexyl)propan